boc-(6-amino-hexanoyl)-L-valine C(=O)(OC(C)(C)C)N([C@@H](C(C)C)C(=O)O)C(CCCCCN)=O